2-(4-(6-((5-((2-chloro-6-methylphenyl)carbamoyl)thiazol-2-yl)amino)-2-methylpyrimidin-4-yl)piperazin-1-yl)ethyl nitrate [N+](=O)(OCCN1CCN(CC1)C1=NC(=NC(=C1)NC=1SC(=CN1)C(NC1=C(C=CC=C1C)Cl)=O)C)[O-]